methyl-2,4-pentylene glycol CCC(CC(C)O)O